N-{5-Chloro-6-[(pyrrolidin-1-yl)methyl]pyridin-2-yl}-2-(3-methylpyridin-2-yl)-1,3-benzothiazol-5-amine ClC=1C=CC(=NC1CN1CCCC1)NC=1C=CC2=C(N=C(S2)C2=NC=CC=C2C)C1